BrC1=C(C=C2C(=NC(=NC2=C1Cl)OC[C@]12CCCN2C[C@@H](C1)F)N1C[C@H]2CC[C@@H](C1)N2C(=O)OC(C)(C)C)C=C tert-butyl (1R,5S)-3-(7-bromo-8-chloro-2-(((2R,7aS)-2-fluorotetrahydro-1H-pyrrolizin-7a(5H)-yl)methoxy)-6-vinylquinazolin-4-yl)-3,8-diazabicyclo[3.2.1]octane-8-carboxylate